N-(2-hydroxyethyl)-N-(oxetan-3-yl)acetamide OCCN(C(C)=O)C1COC1